FC(C)(F)C1=CC(=C(C=C1)NC1=CC=NC2=CC(=CC=C12)C(F)F)OC N-(4-(1,1-difluoroethyl)-2-methoxyphenyl)-7-(difluoromethyl)quinolin-4-amine